C(C)NC(CN(C)C1=CC(=C(C=C1)C=O)C)=O N-ETHYL-2-[(4-FORMYL-3-METHYLPHENYL)(METHYL)AMINO]ACETAMIDE